1-({(5s,7s)-3-[6-(ethoxy)-3-pyridinyl]-7-methyl-2-oxo-1-oxa-3-azaspiro[4.5]decan-7-yl}methyl)-1H-benzimidazole-6-carbonitrile C(C)OC1=CC=C(C=N1)N1C(O[C@]2(C1)C[C@@](CCC2)(C)CN2C=NC1=C2C=C(C=C1)C#N)=O